FC=1C=C(C=CC1)C1CCN2N1C(C1(CC(C1)(C)C)C2)=O 3-(3-fluorophenyl)-3',3'-dimethyl-spiro[1,2,3,7-tetrahydropyrazolo[1,2-a]pyrazole-6,1'-cyclobutane]-5-one